N[C@@H](CC1=CNC=N1)C(=O)NCC(=O)NCC(=O)O Histidyl-glycyl-glycine